ClC=1C(=NC=C(C1)C(F)(F)F)N1CCC(CC1)NC(=S)NC1=CC=CC=C1 1-(1-(3-Chloro-5-(trifluoromethyl)pyridin-2-yl)piperidin-4-yl)-3-phenylthiourea